C[C@@H]1C[C@]2([C@@H](CC[C@@H]3[C@@H]2CC[C@]4([C@H]3CC[C@@H]4O)C)CC1=O)C The molecule is a 17beta-hydroxy steroid, an anabolic androgenic steroid and a 3-oxo-5alpha-steroid. It has a role as an anabolic agent and an antineoplastic agent.